N(=[N+]=[N-])CCC(=O)ON1C(CCC1=O)=O 2,5-dioxopyrrolidin-1-yl 3-azido-propanoate